[Cl-].[Cl-].C[Si](=[Zr+2](C1C(=CC2=C(C=CC(=C12)C)C1=CC=CC=C1)C)C1C(=CC2=C(C=CC=C12)C1=CC=C(C=C1)C(C)(C)C)C(C)C)C Dimethylsilylene-(2-isopropyl-4-(p-tert-butyl-phenyl)indenyl)(2,7-dimethyl-4-phenyl-indenyl)zirconium dichloride